4-(((ethoxycarbonyl)glycyl)oxy)butyric acid C(C)OC(=O)NCC(=O)OCCCC(=O)O